Cl.N=1N2C(=CC1C=1C=C(C(=NC1)N)C(F)(F)F)[C@]1(CC2)CNCC1 |r| (rac)-5-[5',6'-dihydrospiro[pyrrolidine-3,4'-pyrrolo[1,2-b]pyrazol]-2'-yl]-3-(trifluoromethyl)pyridin-2-amine hydrochloride